2-([3-(PYRROLIDIN-1-YL)PHENYL]SULFAMOYL)ACETIC ACID N1(CCCC1)C=1C=C(C=CC1)NS(=O)(=O)CC(=O)O